6-chloro-8-phenylpyrido[3,2-d]pyrimidin-4-amine ClC=1C=C(C=2N=CN=C(C2N1)N)C1=CC=CC=C1